OCCSCCO bis-(2-hydroxyethyl) sulfide